ClC=1C=C(C=CC1C=1N(C=C(N1)C(F)(F)F)C)CO [3-chloro-4-[1-methyl-4-(trifluoromethyl)imidazol-2-yl]phenyl]methanol